tert-butyl 8-methyl-4-[7-oxo-2-[(1-tetrahydropyran-2-ylpyrazol-4-yl)amino]-8H-pyrido[2,3-d]pyrimidin-6-yl]-2,3-dihydroquinoxaline-1-carboxylate CC=1C=CC=C2N(CCN(C12)C(=O)OC(C)(C)C)C1=CC2=C(N=C(N=C2)NC=2C=NN(C2)C2OCCCC2)NC1=O